ClC1=C(N)C=C(C=C1Cl)C(F)(F)F 2,3-dichloro-5-trifluoromethyl-aniline